5-amino-8-(2,6-dimethyl-4-pyridyl)-2-[(5-methyloxazol-4-yl)methyl]-7-(1-piperidyl)-[1,2,4]triazolo[4,3-c]pyrimidin-3-one NC1=NC(=C(C=2N1C(N(N2)CC=2N=COC2C)=O)C2=CC(=NC(=C2)C)C)N2CCCCC2